4-amino-7-(β-D-ribofuranosyl)-7H-pyrrolo[2,3-d]pyrimidine-5-carbonitrile NC=1C2=C(N=CN1)N(C=C2C#N)[C@H]2[C@H](O)[C@H](O)[C@H](O2)CO